tert-butyl 4-[2-chloro-4-[[5-[3-(difluoromethyl)-1-trityl-pyrazol-4-yl]-1-methyl-imidazole-2-carbonyl]amino]benzoyl]piperazine-1-carboxylate ClC1=C(C(=O)N2CCN(CC2)C(=O)OC(C)(C)C)C=CC(=C1)NC(=O)C=1N(C(=CN1)C=1C(=NN(C1)C(C1=CC=CC=C1)(C1=CC=CC=C1)C1=CC=CC=C1)C(F)F)C